6-chloro-4-((2-(dimethyloxyphosphoryl)phenyl)amino)-N-methoxynicotinamide ClC1=NC=C(C(=O)NOC)C(=C1)NC1=C(C=CC=C1)P(=O)(OC)OC